C1(=CC=CC=C1)S(=O)(=O)CC1CNCCC1 3-[(benzenesulfonyl)methyl]piperidine